ClC1=C2C(N3C(C2=CC=C1)=CN=C3)C3C(COCC3)O 4-(6-Chloro-5H-imidazo[5,1-a]isoindol-5-yl)tetrahydro-2H-pyran-3-ol